ClC=1C=CC=2N(N1)C(=NN2)C2=NOC(=C2)C 3-(6-Chloro-[1,2,4]triazolo[4,3-b]pyridazin-3-yl)-5-methylisoxazole